3-(4-(((1S,4S)-4-methylcyclohexyl)amino)-1-oxoisoindolin-2-yl)piperidine-2,6-dione CC1CCC(CC1)NC1=C2CN(C(C2=CC=C1)=O)C1C(NC(CC1)=O)=O